7-Formylheptanoic acid-2-hexyldecyl ester C(CCCCC)C(COC(CCCCCCC=O)=O)CCCCCCCC